1-oxa-4-azoniacyclohexane O1CC[NH2+]CC1